N-(2-(benzylthio)-3-methylpyridin-4-yl)acetamide C(C1=CC=CC=C1)SC1=NC=CC(=C1C)NC(C)=O